BrC=1C(N(C(=CC1OCC1=C(C=C(C=C1)F)F)C)C=1C=C(CNC(=O)N)C=CC1)=O N-{3-[3-bromo-4-[(2,4-difluorobenzyl)oxy]-6-methyl-2-oxopyridin-1(2H)-yl]benzyl}urea